2-amino-3-mercapto-N-(3-(4-(6-methyl-1,2,4,5-tetrazin-3-yl)phenoxy)propyl)propanamide NC(C(=O)NCCCOC1=CC=C(C=C1)C=1N=NC(=NN1)C)CS